(2S,5R)-3-(3,4-difluoro-2-methoxyphenyl)-5-methyl-5-(trifluoromethyl)oxazolidine-2-carboxylic acid FC=1C(=C(C=CC1F)N1[C@@H](O[C@](C1)(C(F)(F)F)C)C(=O)O)OC